NC=1C=CC(=C(C1)CC(C(=O)NC)CO[Si](C1=CC=CC=C1)(C1=CC=CC=C1)C(C)(C)C)N1CCN(CC1)C [5-Amino-2-(4-methylpiperazin-1-yl)phenyl]methyl-3-[(tert-butyldiphenylsilyl)oxy]-N-methylpropanamide